8'-bromo-7'-(pyridin-4-yl)-4'H-spiro[oxetane-3,3'-pyrrolo[1,2-a]pyrazin]-1'(2'H)-one BrC=1C(=CN2C1C(NC1(C2)COC1)=O)C1=CC=NC=C1